C12C3OC3C(CC1)C2 oxatricyclo[3.2.1.02,4]octane